2-((4-chlorobenzyl)oxy)-5-(3,5-dichloro-4-(trifluoromethyl)-1H-pyrrol-2-yl)-4-((4-methoxybenzyl)oxy)pyridine ClC1=CC=C(COC2=NC=C(C(=C2)OCC2=CC=C(C=C2)OC)C=2NC(=C(C2Cl)C(F)(F)F)Cl)C=C1